FC1=C(C#N)C=C(C=C1)OC=1C(=C2C=CNC2=C(C1F)F)F 2-Fluoro-5-[(4,6,7-trifluoro-1H-indol-5-yl)oxy]benzonitrile